C(C)(=O)C1=CC2=C(C=C1O)OC(C=1C2N2N(CC1)C(N(C2=O)C2=CC=C(C=C2)C(C)=O)=O)(C)C 11-acetyl-2-(4-acetylphenyl)-10-hydroxy-7,7-dimethyl-5,12b-dihydro-1H,7H-chromeno[4,3-c][1,2,4]triazolo[1,2-a]pyridazin-1,3(2H)-dione